NC1=NC2=CC(=CC=C2C=C1Cl)CN(C(=O)C=1C=NC(=CC1)CC)C=1C(=NC=CC1)S(=O)(=O)C N-[(2-amino-3-chloroquinolin-7-yl)methyl]-6-ethyl-N-(2-methanesulfonylpyridin-3-yl)pyridine-3-carboxamide